2-chloro-9-isopropyl-N-(2-(4-methylpiperazin-1-yl)benzyl)-9H-purin-6-amine ClC1=NC(=C2N=CN(C2=N1)C(C)C)NCC1=C(C=CC=C1)N1CCN(CC1)C